N-dodecyl-methyl-β-alanine C(CCCCCCCCCCC)N(CCC(=O)O)C